3-((7-(4-(2-(2-Aminopyridin-3-yl)-5-phenyl-3H-imidazo[4,5-b]pyridin-3-yl)benzyl)-7-azaspiro[3.5]nonan-2-yl)amino)-4-methoxycyclobut-3-ene-1,2-dione NC1=NC=CC=C1C1=NC=2C(=NC(=CC2)C2=CC=CC=C2)N1C1=CC=C(CN2CCC3(CC(C3)NC=3C(C(C3OC)=O)=O)CC2)C=C1